COC(C(C(C)=O)C1=CC(=C(C=C1)C#N)C)=O 2-(4-cyano-3-methylphenyl)-3-oxobutanoic acid methyl ester